CC1(OB(OC1(C)C)C=1C=C2C(=NN(C2=CC1)C(C1=CC=CC=C1)(C1=CC=CC=C1)C1=CC=CC=C1)C=O)C 5-(4,4,5,5-tetramethyl-1,3,2-dioxaborolan-2-yl)-1-trityl-1H-indazole-3-carbaldehyde